(2R,4S)-4-(4-amino-3-((1,2-dimethyl-1H-benzo[d]imidazol-5-yl)ethynyl)-1H-pyrrolo[3,2-c]pyridin-1-yl)-2-(methoxymethyl)pyrrolidine-1-carboxylic acid tert-butyl ester C(C)(C)(C)OC(=O)N1[C@H](C[C@@H](C1)N1C=C(C=2C(=NC=CC21)N)C#CC2=CC1=C(N(C(=N1)C)C)C=C2)COC